tert-butyl 2-(cyclopropyl (methyl) carbamoyl)-7,8-dihydro-4H-pyrazolo[1,5-a][1,4]diazepine-5(6H)-carboxylate C1(CC1)N(C(=O)C1=NN2C(CN(CCC2)C(=O)OC(C)(C)C)=C1)C